N-Methyl-5-[[1-[2-oxo-2-[(2S)-2-cyanopyrrolidin-1-yl]ethyl]-4-piperidyl]amino]-N-phenyl-chinolin-8-carboxamid CN(C(=O)C=1C=CC(=C2C=CC=NC12)NC1CCN(CC1)CC(N1[C@@H](CCC1)C#N)=O)C1=CC=CC=C1